1-Tert-Butyl 4-(2-(1-(2,6-dioxopiperidin-3-yl)-3-methyl-2-oxo-2,3-dihydro-1H-benzo[d]imidazol-4-yl)ethoxy)piperidine-1-carboxylate O=C1NC(CCC1N1C(N(C2=C1C=CC=C2CCOC2CCN(CC2)C(=O)OC(C)(C)C)C)=O)=O